(R)-(4-fluoro-3-methoxyphenyl)(8-methyl-3-(3-methyl-1,2,4-thiadiazol-5-yl)-5,6-dihydro-[1,2,4]triazolo[4,3-a]pyrazin-7(8H)-yl)methanone FC1=C(C=C(C=C1)C(=O)N1[C@@H](C=2N(CC1)C(=NN2)C2=NC(=NS2)C)C)OC